[(2S)-8-Chloro-2,3-dihydro-2-methyl-4H-1,4-benzoxazin-4-yl][3-(2-methyl-2H-1,2,3-triazol-4-yl)phenyl]methanone ClC1=CC=CC=2N(C[C@@H](OC21)C)C(=O)C2=CC(=CC=C2)C2=NN(N=C2)C